4-Amino-7-bromo-1-(6-(1-hydroxyethyl)pyridin-3-yl)-2-oxo-1,2-dihydro-1,8-naphthyridine-3-carboxylic acid methyl ester COC(=O)C=1C(N(C2=NC(=CC=C2C1N)Br)C=1C=NC(=CC1)C(C)O)=O